C(/C1=CC=CC=C1)=N\N1C(N(C[C@@H]1C)[C@@]1(CN2C([C@H]([C@H]2S1)NC(CC1=CC=CC=C1)=O)=O)C(=O)OC(C1=CC=CC=C1)C1=CC=CC=C1)=O Benzhydryl (3R,5R,6R)-3-((S)-3-(((E)-benzylidene)amino)-4-methyl-2-oxoimidazolidin-1-yl)-7-oxo-6-(2-phenylacetamido)-4-thia-1-azabicyclo[3.2.0]heptane-3-carboxylate